O=C(CNC(OC(C)(C)C)=O)NC=1SC=C(N1)C=1N=C(NC1)C1=CC=NC=C1 tert-butyl (2-oxo-2-((4-(2-(pyridin-4-yl)-1H-imidazol-4-yl)thiazol-2-yl)amino)ethyl)carbamate